CC=1N=C(C2=CC=C(C=C2C1)C(=O)OC)N1CCC(CC1)C(F)(F)F methyl 3-methyl-1-(4-(trifluoromethyl)piperidin-1-yl)isoquinoline-6-carboxylate